FC(C1=C(C=CC(=C1)C(F)(F)F)C(C)N1N=CC(=C1)NC(\C=C\C1=NC=CC=C1)=O)(F)F (E)-N-(1-(1-(2,4-bis(trifluoromethyl)phenyl)ethyl)-1H-pyrazol-4-yl)-3-(pyridin-2-yl)acrylamide